4-chloro-1,3-dimethylbenzene ClC1=C(C=C(C=C1)C)C